CN1[C@@H](CNCC1)C (R)-1,2-dimethylpiperazine